diphenylcyclohexen-3-ol C1(=CC=CC=C1)C1=C(CCCC1O)C1=CC=CC=C1